tert-butyl (3R)-3-[[6-(6-cyclopropyl-7-methoxy-2-methyl-imidazo[1,2-b]pyridazin-3-yl)-3-fluoro-2-pyridyl]amino]piperidine-1-carboxylate C1(CC1)C=1C(=CC=2N(N1)C(=C(N2)C)C2=CC=C(C(=N2)N[C@H]2CN(CCC2)C(=O)OC(C)(C)C)F)OC